2'-(2-chloropyrimidin-4-yl)-5',6'-dihydrospiro[cyclopropane-1,7'-pyrrolo[3,2-c]pyridin] ClC1=NC=CC(=N1)C1=CC2=CNCC3(C2=N1)CC3